1-ethyl-4-[2-(1-phenyl-1H-pyrazol-4-yl)-1,3-thiazole-4-carbonyl]-1,4-diazacycloheptane C(C)N1CCN(CCC1)C(=O)C=1N=C(SC1)C=1C=NN(C1)C1=CC=CC=C1